C(C)(C)(C)OC1=CC=C(C=N1)C(CC(=O)OC(C)(C)C)/N=C/C(OC)OC (E)-tert-Butyl 3-(6-(tert-butoxy) pyridin-3-yl)-3-((2,2-dimethoxyethylidene)amino)propanoate